8-Amino-6-fluoro-2-(3-methoxypropyl)-5-methyl-3,4-dihydronaphthalen-1(2H)-one NC=1C=C(C(=C2CCC(C(C12)=O)CCCOC)C)F